N,N-dimethylaminophenyl N,N-dimethylcarbamate CN(C(OC1=C(C=CC=C1)N(C)C)=O)C